BrC=1C=C(C=C2C(N(CC12)C1C(NC(CC1)=O)=O)=O)CN1CCN(CC1)CC[C@H](CSC1=CC=CC=C1)NC1=C(C=CC=C1)S(=O)(=O)C(F)(F)F 4-(((2R)-4-(4-((7-bromo-2-(2,6-dioxopiperidin-3-yl)-3-oxoisoIndoline-5-yl)methyl)piperazin-1-yl)-1-(phenylsulfanyl)butane-2-yl)amino)-3-((trifluoromethyl)sulfonyl)benzene